(R)-N-((1R,3S,8R,9R,10R,11S,12R,Z)-3-ethynyl-10,11,12-trihydroxy-13-oxa-2-thiabicyclo[7.3.1]tridec-5-en-8-yl)-2-methylpropan-2-sulfinamide C(#C)[C@H]1S[C@@H]2[C@@H]([C@H]([C@H]([C@@H]([C@@H](C\C=C/C1)N[S@](=O)C(C)(C)C)O2)O)O)O